2-amino-6-nitro-4-(tert-pentyl)phenol NC1=C(C(=CC(=C1)C(C)(C)CC)[N+](=O)[O-])O